4-((5-Bromo-3-(1-((3,3-difluorocyclobutyl)methyl)-1H-pyrazol-4-yl)quinoxalin-6-yl)oxy)benzene-1,2-diamine BrC1=C2N=C(C=NC2=CC=C1OC=1C=C(C(=CC1)N)N)C=1C=NN(C1)CC1CC(C1)(F)F